N-[7-chloro-6-[4-(4-fluoro-3-methyl-tetrahydrofuran-3-yl)piperazin-1-yl]-3-isoquinolyl]-2-(difluoromethyl)cyclopropanecarboxamide ClC1=C(C=C2C=C(N=CC2=C1)NC(=O)C1C(C1)C(F)F)N1CCN(CC1)C1(COCC1F)C